7-((2R,3R,4R,5S)-3,4-bis((tert-Butyldimethylsilyl)oxy)-5-((((5-ethyl-3-phenylisoxazol-4-yl)methyl)thio)methyl)tetrahydrofuran-2-yl)-7H-pyrrolo[2,3-d]pyrimidin-4-amine [Si](C)(C)(C(C)(C)C)O[C@H]1[C@@H](O[C@@H]([C@H]1O[Si](C)(C)C(C)(C)C)CSCC=1C(=NOC1CC)C1=CC=CC=C1)N1C=CC2=C1N=CN=C2N